tert-butyl (E)-7'-bromo-8'-(2-cyanovinyl)-4'-(3-(dimethylamino)azetidin-1-yl)-6'-fluoro-2'-oxo-2',3'-dihydrospiro[azetidine-3,1'-pyrrolo[2,3-c]quinoline]-1-carboxylate BrC=1C(=CC=2C3=C(C(=NC2C1F)N1CC(C1)N(C)C)NC(C31CN(C1)C(=O)OC(C)(C)C)=O)\C=C\C#N